N-(5-fluoropyrimidin-4-yl)-2-(4-isopropyl-1-oxo-7-(trifluoromethyl)phthalazin-2(1H)-yl)acetamide FC=1C(=NC=NC1)NC(CN1C(C2=CC(=CC=C2C(=N1)C(C)C)C(F)(F)F)=O)=O